3,6-dimercaptocatechol lithium [Li].SC1=C(C(O)=C(C=C1)S)O